dimethyl-(prop-2-yn-1-yl)sulfonium [(2S)-2-hydroxy-3-octadecoxypropyl]dihydrogenphosphate isopropyl-(S)-6-diazo-2-((R)-2-hydroxy-3-oxobutanamido)-5-oxohexanoate C(C)(C)OC([C@H](CCC(C=[N+]=[N-])=O)NC([C@@H](C(C)=O)O)=O)=O.O[C@H](COP(=O)(O)O)COCCCCCCCCCCCCCCCCCC.C[S+](CC#C)C